7-(((3R,4R)-3-fluoro-1-methylpiperidin-4-yl)amino)-1-oxido-3-(thiazol-4-yl)benzo[b]thiophen F[C@@H]1CN(CC[C@H]1NC1=CC=CC2=C1S(C=C2C=2N=CSC2)=O)C